t-butyl (S)-4-(5-bromo-6-chloronicotinoyl)-3-methylpiperazine-1-carboxylate BrC=1C(=NC=C(C(=O)N2[C@H](CN(CC2)C(=O)OC(C)(C)C)C)C1)Cl